tert-Butyl (S)-6-diazo-2-((S)-2-(2-(dimethylamino)acetamido)-3-(3-fluorophenyl)propanamido)-5-oxohexanoate [N+](=[N-])=CC(CC[C@@H](C(=O)OC(C)(C)C)NC([C@H](CC1=CC(=CC=C1)F)NC(CN(C)C)=O)=O)=O